(2R,3R,4R,5S)-2-(hydroxymethyl)-1-(3-trimethylsilylpropyl)piperidine-3,4,5-triol OC[C@H]1N(C[C@@H]([C@H]([C@@H]1O)O)O)CCC[Si](C)(C)C